CN1[C@@H](CCCC1)C[C@H](C)NS(=O)(=O)C1=CC=C(C=C1)OC(F)(F)F N-((S)-1-((S)-1-methylpiperidin-2-yl)propan-2-yl)-4-(trifluoromethoxy)benzenesulfonamide